OC(=O)C(F)(F)F.O(C1=CC=CC=C1)C1CC2(CNC2)C1 6-phenoxy-2-azaspiro[3.3]heptane TFA salt